C(#N)C1CCC(CC1)CNC(C1=C(C(=C(C(=C1)F)OCC1=CC=C(C=C1)OC)F)F)=O N-{[(1r,4r)-4-cyanocyclohexyl]methyl}-2,3,5-trifluoro-4-[(4-methoxyphenyl)methoxy]benzamide